Ethyl (S)-3-(2',6'-Dimethylbiphenyl-3-yl)-3-(3-(4-hydroxy-1,5-dimethyl-2-oxo-1,2-dihydropyridin-3-yl)ureido)propanoat CC1=C(C(=CC=C1)C)C1=CC(=CC=C1)[C@H](CC(=O)OCC)NC(=O)NC=1C(N(C=C(C1O)C)C)=O